N[C@@H]1CN(CCC1)C1=C2C(=NC=C1NC(=O)C1=NC(=C(C=C1)F)C1=C(C(=CC=C1F)OC)F)C(CC2)O N-{4-[(3S)-3-aminopiperidin-1-yl]-7-hydroxy-6,7-dihydro-5H-cyclopenta[b]pyridin-3-yl}-6-(2,6-difluoro-3-methoxyphenyl)-5-fluoropyridine-2-carboxamide